C(C)(C)(C)OC(=O)N(C(OC(C)(C)C)=O)C=1N=CC2=CC=C(C(=C2C1)C=O)F tert-butyl (tert-butoxycarbonyl)(6-fluoro-5-formylisoquinolin-3-yl)carbamate